1-(3,4-Dihydroisoquinolin-2(1H)-yl)-3-((7-(pyrazin-2-ylamino)-1-((2-(trimethylsilyl)ethoxy)methyl)-1H-pyrazolo[4,3-d]pyrimidin-3-yl)amino)propan-2-ol C1N(CCC2=CC=CC=C12)CC(CNC1=NN(C2=C1N=CN=C2NC2=NC=CN=C2)COCC[Si](C)(C)C)O